3-broMo-4-trifluoroMethylbenzaldehyde BrC=1C=C(C=O)C=CC1C(F)(F)F